OC1=C(C=CC(=C1)O)C(C=CC1=CC(=C(C=C1)O)O)=O 1-(2,4-Dihydroxyphenyl)-3-(3,4-dihydroxyphenyl)-2-propen-1-one